(S)-3-(5-(4-((1-(4-((3S,4S)-3-cyclohexyl-7-hydroxy-3-methylisochroman-4-yl)phenyl)piperidin-4-yl)methyl)piperazin-1-yl)-1-oxoisoindolin-2-yl)piperidine-2,6-dione C1(CCCCC1)[C@@]1(OCC2=CC(=CC=C2[C@@H]1C1=CC=C(C=C1)N1CCC(CC1)CN1CCN(CC1)C=1C=C2CN(C(C2=CC1)=O)[C@@H]1C(NC(CC1)=O)=O)O)C